C1OC[C@@H]2[C@H]1CN(C2)CC(C2=NC=CC(=C2)Br)NC(=O)C=2SC(=CN2)C2=NC(=CN=C2)OCC N-{2-[(3aR,6aS)-hexahydrofuro[3,4-c]pyrrol-5-yl]-1-(4-bromopyridin-2-yl)ethyl}-5-(6-ethoxypyrazin-2-yl)-1,3-thiazole-2-carboxamide